(4-(2-aminoethyl)piperazin-1-yl)(2-chloro-4-((3-(3-(trifluoromethyl)-1H-pyrazol-4-yl)imidazo[1,2-a]pyrazin-8-yl)amino)phenyl)methanone NCCN1CCN(CC1)C(=O)C1=C(C=C(C=C1)NC=1C=2N(C=CN1)C(=CN2)C=2C(=NNC2)C(F)(F)F)Cl